The molecule is a maleimide that is substituted at positions 3 and 4 by chlorines and on the nitrogen by a p-fluorophenyl group. Previously used as a fungicide (now obsolete). It has a role as an antifungal agrochemical. It is an organofluorine pesticide, a member of maleimides, an organochlorine pesticide, a dicarboximide fungicide and a member of monofluorobenzenes. C1=CC(=CC=C1N2C(=O)C(=C(C2=O)Cl)Cl)F